ClC=1C=C(C=CC1Cl)N1CCN(CC1)CC=1C=C2CN(C(C2=CC1)=O)N1C(NC(CC1)=O)=O 1-(5-((4-(3,4-dichlorophenyl)piperazin-1-yl)methyl)-1-oxoisoindolin-2-yl)dihydropyrimidine-2,4(1H,3H)-dione